(3S)-3-[1-oxo-5-(4-piperidyl)isoindolin-2-yl]piperidine-2,6-dione [(1R,4S)-7,7-dimethyl-2-oxo-norbornan-1-yl]methanesulfonic acid salt CC1([C@@H]2CC([C@]1(CC2)CS(=O)(=O)O)=O)C.O=C2N(CC1=CC(=CC=C21)C2CCNCC2)[C@@H]2C(NC(CC2)=O)=O